P(O)(=O)(OP(=O)(O)O)OCC1=COC=C1 3-furanmethanol diphosphate